BrC1=CC=C(C=C1)C1=NN(C(=N1)C(F)(F)F)C 3-(4-bromophenyl)-1-methyl-5-(trifluoromethyl)-1H-1,2,4-triazole